C(CCC)S(=O)(=O)[C@@]1(O)[C@@H](O)[C@@H](O)[C@H](O)[C@H](O1)C 1-(butylsulfonyl)-α-D-rhamnose